hydrogen peroxide-iron salt [Fe].OO